C(=C)C=1C=CC2=CC=CC=C2C1C=C 3,4-divinyl-naphthalene